C(#N)C1=C(C=CC(=C1)C(F)(F)F)N1CCC(CC1)(C(=O)NC[C@@H]1NCCC1)C=1C=NC(=CC1)C=1N(C=CC1)C 1-[2-cyano-4-(trifluoromethyl)phenyl]-4-[6-(1-methyl-1H-pyrrol-2-yl)pyridin-3-yl]-N-{[(2R)-pyrrolidin-2-yl]methyl}piperidine-4-carboxamide